FC1=C(C=CC=C1)C1=C2C(=NN1CC1=C(C=CC=C1C(=O)O)C1=CC=CC(=C1)O)CN(C2)C ((3-(2-fluorophenyl)-5-methyl-5,6-dihydropyrrolo[3,4-c]pyrazol-2(4H)-yl)methyl)-5'-hydroxy-[1,1'-biphenyl]-3-carboxylic acid